O=C1NC(CCC1C1=C(C=C(C=C1F)N1CC(C1)NC(OC1CN(C1)C(N(C)C1=C(C=C(C=C1)C)C)=O)=O)F)=O 1-((2,4-dimethylphenyl)(methyl)carbamoyl)azetidin-3-yl (1-(4-(2,6-dioxopiperidin-3-yl)-3,5-difluorophenyl)azetidin-3-yl)carbamate